(2,3-dimethoxybenzyl)propan-2-amine COC1=C(CCC(C)N)C=CC=C1OC